OCCCCC1CCN(CC1)C(=O)[O-] 4-(4-Hydroxybutyl)piperidine-1-carboxylate